NC1=CC=C(C=N1)C=CC(=O)NCC=1OC2=C(C1)C=C(C=C2C(F)(F)F)C2=CC=C(C(=O)N1C(CN(CC1)C(=O)OC(C)(C)C)(C)C)C=C2 tert-butyl 4-(4-(2-((3-(6-aminopyridin-3-yl) acrylamido) methyl)-7-(trifluoromethyl) benzofuran-5-yl) benzoyl)-3,3-dimethylpiperazine-1-carboxylate